isopropyl (S)-6-diazo-2-((R)-2-methoxy-2-(5-methoxypyridin-3-yl)acetamido)-5-oxohexanoate [N+](=[N-])=CC(CC[C@@H](C(=O)OC(C)C)NC([C@@H](C=1C=NC=C(C1)OC)OC)=O)=O